The molecule is a doubly-charged L-alpha-amino acid anion resulting from deprotonation of both carboxy groups of 4-hydroxy-L-glutamic acid. It is a L-alpha-amino acid anion and a dicarboxylic acid dianion. It derives from a L-glutamate(2-). It is a conjugate base of a 4-hydroxy-L-glutamate(1-). C([C@@H](C(=O)[O-])N)C(C(=O)[O-])O